C(C)OC(=O)C1C(CC2C(C1)O2)C(=O)OCC Diethyl-4,5-Epoxy-cis-1,2-cyclohexandicarboxylat